(3S,4R)-1-(6-(4-chlorophenyl)-2-(pyridin-3-yl)pyrimidin-4-yl)-4-(hydroxymethyl)pyrrolidin-3-ol tert-Butyl-2-((2-(2,6-dioxopiperidin-3-yl)-1,3-dioxoisoindol-4-yl)oxy)acetate C(C)(C)(C)C(C(=O)O[C@@H]1CN(C[C@@H]1CO)C1=NC(=NC(=C1)C1=CC=C(C=C1)Cl)C=1C=NC=CC1)OC1=C2C(N(C(C2=CC=C1)=O)C1C(NC(CC1)=O)=O)=O